C[C@@]12[C@H](C(C([C@H]1[C@@H]1CCC=3C=C(C=CC3[C@H]1CC2)O)O)O)O (15ξ,16ξ,17β)-estra-1,3,5(10)-triene-3,15,16,17-tetrol